1-(2,3-dihydrobenzo[b][1,4]dioxin-6-yl)-3-(3-hydroxy-3-phenylpyrrolidin-1-yl)propan-1-one O1C2=C(OCC1)C=C(C=C2)C(CCN2CC(CC2)(C2=CC=CC=C2)O)=O